FC(CN(C1=NC(N(C2=CC=CC(=C12)F)C([2H])([2H])[2H])=O)C1=C(C(=NC=C1)C#CC1(CC1)C(F)F)F)F 4-[2,2-difluoroethyl-[2-[2-[1-(difluoromethyl)cyclopropyl]ethynyl]-3-fluoro-4-pyridyl]amino]-5-fluoro-1-(trideuteriomethyl)quinazolin-2-one